N-(4-acetylphenyl)-4-(5-amino-2-[4-(morpholin-4-yl)phenyl]aminopyrimidin-4-yl)piperazine-1-carboxamide C(C)(=O)C1=CC=C(C=C1)NC(=O)N1CCN(CC1)C1=NC(=NC=C1N)NC1=CC=C(C=C1)N1CCOCC1